S1C(=NC2=C1C=CC=C2)SCC(CC)(O)C (benzo[d]thiazol-2-ylsulfanyl)-2-methylbutan-2-ol